1-methyl-1-(4-methylbenzyl)-3-phenylurea CN(C(=O)NC1=CC=CC=C1)CC1=CC=C(C=C1)C